CN1N=C(C(=C1)C1N(CCC1)CC1=CC=C(OC2=C(C=C(C(=O)N)C=C2)F)C=C1)C 4-(4-{[2-(1,3-dimethyl-1H-pyrazol-4-yl)pyrrolidin-1-yl]methyl}phenoxy)-3-fluorobenzamide